1-(4-chloro-3-(trifluoromethyl)phenyl)-3-(3-fluoro-4-((5-methoxy-2,3-dihydro-[1,4]dioxino[2,3-f]quinolin-10-yl)oxy)phenyl)urea ClC1=C(C=C(C=C1)NC(=O)NC1=CC(=C(C=C1)OC1=CC=NC2=CC(=C3C(=C12)OCCO3)OC)F)C(F)(F)F